C(C=C)(=O)[O-].C(C=C)(=O)[O-].[F-].O(C1=CC=CC=C1)C(C)(O)OC1=CC=CC=C1 diphenoxyethanol fluoride diacrylate